(5-(2-chloro-3-fluoro-phenyl)-2,6-dioxo-3-{2-oxo-2-[4-(2-oxo-1,2,4,5-tetrahydro-benzo[d][1,3]diazepin-3-yl)-piperidin-1-yl]-ethyl}-3,6-dihydro-2H-pyrimidin-1-yl)-methyl acetate C(C)(=O)OCN1C(N(C=C(C1=O)C1=C(C(=CC=C1)F)Cl)CC(N1CCC(CC1)N1C(NC2=C(CC1)C=CC=C2)=O)=O)=O